Palladium(II) Bromide [Pd](Br)Br